(3S)-1-[3-[4-[5-(Trifluoromethyl)pyrazin-2-yl]phenyl]azetidine-1-carbonyl]pyrrolidine-3-carboxamide FC(C=1N=CC(=NC1)C1=CC=C(C=C1)C1CN(C1)C(=O)N1C[C@H](CC1)C(=O)N)(F)F